4-mercapto-4-methylpentanamide SC(CCC(=O)N)(C)C